CC(C)[C@@H]1CC(O1)=O (4S)-4-(propan-2-yl)oxetan-2-one